1-(Benzofuran-2-yl)-N-((2,4-dioxo-1,3-diazaspiro[4.4]nonane-6-yl)methyl)isoquinoline-4-sulfonamide O1C(=CC2=C1C=CC=C2)C2=NC=C(C1=CC=CC=C21)S(=O)(=O)NCC2C1(C(NC(N1)=O)=O)CCC2